CN1CCN2C=3C(=CC=CC13)[C@@H]1[C@@H]2CCN=C1 (6bR,10aS)-3-methyl-2,3,6b,9,10,10a-hexahydro-1H-pyrido[3',4':4,5]pyrrolo[1,2,3-de]quinoxaline